Methyl (S)-2-(chloromethyl)-1-((oxetan-2-yl) methyl)-1H-benzo[d]imidazole-6-carboxylate ClCC1=NC2=C(N1C[C@H]1OCC1)C=C(C=C2)C(=O)OC